2-((2-ethyl-5-(6-(2-hydroxy-2-methylpropanoyl)-2,6-diazaspiro[3.3]heptan-2-yl)-6-methylpyrazolo[1,5-a]pyridin-3-yl)(methyl)amino)-4-(4-fluorophenyl)thiazole-5-carbonitrile C(C)C1=NN2C(C=C(C(=C2)C)N2CC3(C2)CN(C3)C(C(C)(C)O)=O)=C1N(C=1SC(=C(N1)C1=CC=C(C=C1)F)C#N)C